ClC=1C=C(C=C2C(=C(C=NC12)C#N)NCC(CC#N)(C)C)N[C@@H](C=1C(=NC(=CC1)F)C)C=1N=NN(C1)C1(CC1)C(F)F (S)-8-chloro-4-((3-cyano-2,2-dimethylpropyl)amino)-6-(((1-(1-(difluoromethyl)cyclopropyl)-1H-1,2,3-triazol-4-yl)(6-fluoro-2-methylpyridin-3-yl)methyl)amino)quinoline-3-carbonitrile